N-[4-(2-methoxyethyl)-2-phenyl-3,4-dihydro-2H-1,4-benzoxazin-7-yl]-N'-[(pyridin-4-yl)methyl]urea COCCN1CC(OC2=C1C=CC(=C2)NC(=O)NCC2=CC=NC=C2)C2=CC=CC=C2